1-{5-[2-(2,6-dioxoPiperidin-3-yl)-1-oxo-2,3-dihydro-1H-isoindol-4-yl]-pent-4-ynyl}-1H-[1,2,3]triazole O=C1NC(CCC1N1C(C2=CC=CC(=C2C1)C#CCCCN1N=NC=C1)=O)=O